NCC=1C=C(C=CC1)C=1C=CC2=C(C(=CO2)COC2=C(C=CC(=C2)OC(F)(F)F)CC(=O)O)C1 2-(2-((5-(3-(aminomethyl)phenyl)benzofuran-3-yl)methoxy)-4-(trifluoromethoxy)phenyl)acetic acid